N1CCCCCC1.[Li] Lithium Hexamethyleneimine